C1(CC1)NC(C1=CC(=C(C=C1)C)C=1C=NC(=C(C1)C=1C=NNC1)NC(CO)(C)C)=O N-cyclopropyl-3-(6-((1-hydroxy-2-methylpropan-2-yl)amino)-5-(1H-pyrazol-4-yl)pyridin-3-yl)-4-methylbenzamide